4-chloropyrimidine HCl Cl.ClC1=NC=NC=C1